3-methyl-4-oxo-4,5,6,7-tetrahydro-2H-isoindole-1-carboxylic acid ethyl ester C(C)OC(=O)C=1NC(=C2C(CCCC12)=O)C